FC1(CC(C1)C1=CC=2C=NC(=CC2N1)NC1CCOCC1)F 2-(3,3-difluorocyclobutyl)-N-(tetrahydro-2H-pyran-4-yl)-1H-pyrrolo[3,2-c]pyridin-6-amine